C(C)C(CC1=CC=C(C=C1)N(C1=CC=CC=C1)C1=CC=C(C=C1)CC(CCCC)CC)CCCC N,N-di[4-(2-ethylhexyl)phenyl]-aniline